(S)-N-(4-(3-(aminomethyl)pyrrolidine-1-carbonyl)-3-chlorophenyl)-5-(1-cyclopropyl-3-(trifluoromethyl)-1H-pyrazol-4-yl)-1-methyl-1H-imidazole-2-carboxamide hydrochloride Cl.NC[C@H]1CN(CC1)C(=O)C1=C(C=C(C=C1)NC(=O)C=1N(C(=CN1)C=1C(=NN(C1)C1CC1)C(F)(F)F)C)Cl